CN1C(=NN=C1)C1=C(C=CC=C1)C1=CC(=CC=C1)C=1OC2=C(N1)C=C(C=C2C(F)(F)F)CN[C@@H]2[C@H](CCC2)O (1S,2S)-2-(((2-(2'-(4-Methyl-4H-1,2,4-triazol-3-yl)-[1,1'-biphenyl]-3-yl)-7-(trifluoromethyl)benzo[d]oxazol-5-yl)methyl)amino)cyclopentan-1-ol